tert-butyl 4-(2-(8-ethyl-7-methyl-[1,2,4]triazolo[1,5-a]pyridin-6-yl)-3-isopropyl-1H-indol-5-yl)piperidine-1-carboxylate C(C)C=1C=2N(C=C(C1C)C=1NC3=CC=C(C=C3C1C(C)C)C1CCN(CC1)C(=O)OC(C)(C)C)N=CN2